octahydro-4,7-methano-1H-indene-dimethanol C1(C(CC2C3CCC(C12)C3)CO)CO